2-(2-bromo-7-((tert-butyldimethylsilyl)oxy)hept-2-en-1-yl)-4-hydroxycyclopent-2-enone BrC(CC=1C(CC(C1)O)=O)=CCCCCO[Si](C)(C)C(C)(C)C